5-{4-[(R)-4-(3,5-dimethylpyridin-2-yl)-2-methylpiperazine-1-carbonyl]phenyl}-5-fluoromethylimidazolidine-2,4-dione CC=1C(=NC=C(C1)C)N1C[C@H](N(CC1)C(=O)C1=CC=C(C=C1)C1(C(NC(N1)=O)=O)CF)C